1-[4-[(E)-3-(3-Hydroxy-4-methoxyphenyl)prop-2-enoyl]phenyl]-3-propan-2-ylurea OC=1C=C(C=CC1OC)/C=C/C(=O)C1=CC=C(C=C1)NC(=O)NC(C)C